difluoromolybdenum dichloride F[Mo](F)(Cl)Cl